6-(4-(((2-(2,6-dioxopiperidin-3-yl)-6-fluoro-1-oxoisoindolin-5-yl)methyl)(methyl)amino)piperidin-1-yl)-2-(4-phenoxyphenyl)nicotinamide O=C1NC(CCC1N1C(C2=CC(=C(C=C2C1)CN(C1CCN(CC1)C1=NC(=C(C(=O)N)C=C1)C1=CC=C(C=C1)OC1=CC=CC=C1)C)F)=O)=O